4-((2-hydroxy-4-((4-((4-hydroxy-2-methoxy-6-methylbenzoyl)oxy)-2,3,5,6-tetramethyl-benzoyl)oxy)-3,6-dimethylbenzoyl)oxy)-6-methoxy-2,3-dimethylbenzoic acid OC1=C(C(=O)OC2=C(C(=C(C(=O)O)C(=C2)OC)C)C)C(=CC(=C1C)OC(C1=C(C(=C(C(=C1C)C)OC(C1=C(C=C(C=C1C)O)OC)=O)C)C)=O)C